C1(CC1)C1=NNC(=N1)C1CC2(CN(C2)C(=O)N2CC(C2)C23CC(C2)(C3)N3N=C(C=C3C)C)C1 [6-(3-cyclopropyl-1H-1,2,4-triazol-5-yl)-2-azaspiro[3.3]heptan-2-yl]-[3-[3-(3,5-dimethylpyrazol-1-yl)-1-bicyclo[1.1.1]pentanyl]azetidin-1-yl]methanone